1,3-bis(allyloxy)-2-propanol dichlorophosphate P(=O)(Cl)(Cl)OC(COCC=C)COCC=C